FC1=CC=C(OCCCC(C(=O)N2CCN(CC2)S(=O)(=O)C2=CC=C(C=C2)OC(F)(F)F)(C)C)C=C1 5-(4-fluorophenoxy)-2,2-dimethyl-1-(4-((4-(trifluoromethoxy)phenyl)sulfonyl)piperazin-1-yl)pentan-1-one